11-Methyldodecanoic acid CC(CCCCCCCCCC(=O)O)C